COC(C1=NC=CC=C1CN1N=CC(=C1)NC(=O)OC(C)(C)C)=O ((4-((tert-Butoxycarbonyl)amino)-1H-pyrazol-1-yl)methyl)picolinic acid methyl ester